FC(C(=O)N1C[C@H](CCC1)CNC1=C2C(=NC=C1)NC=C2)=C (R)-4-(((1-(2-Fluoroacryloyl)piperidin-3-yl)methyl)amino)-1H-pyrrolo[2,3-b]pyridine